methyl (((3'-methyl-4-pentyl-6-(((phenoxy(methoxy)phosphoryl)oxy) methoxy)-[1,1'-biphenyl]-2-yl)oxy)methyl) phenyl phosphate P(=O)(OC)(OCOC1=C(C(=CC(=C1)CCCCC)OCOP(=O)(OC)OC1=CC=CC=C1)C1=CC(=CC=C1)C)OC1=CC=CC=C1